2-(4-(3-isopropyl-2-(8-methoxyimidazo[1,2-a]pyridin-6-yl)-1H-indol-5-yl)piperidin-1-yl)-N-methylacetamide C(C)(C)C1=C(NC2=CC=C(C=C12)C1CCN(CC1)CC(=O)NC)C=1C=C(C=2N(C1)C=CN2)OC